S(C)(=O)(=O)O.S(C)(=O)(=O)O.NC1=C(N2N(CCC2)C1=O)N 2,3-diamino-6,7-dihydropyrazolo[1,2-a]Pyrazole-1(5H)-one dimesylate